2-Chroman-6-yl-ethylamine O1CCCC2=CC(=CC=C12)CCN